2-(4,4-difluoropiperidin-1-yl)-N-(6-sulfamoylpyrazin-2-yl)-5-(trifluoromethyl)-nicotinamide FC1(CCN(CC1)C1=C(C(=O)NC2=NC(=CN=C2)S(N)(=O)=O)C=C(C=N1)C(F)(F)F)F